2-isopropyl-4-methyl-2,3,4,6,7,8-hexahydro-5H-chromen-5-one C(C)(C)C1OC=2CCCC(C2C(C1)C)=O